O=C1NC(CC[C@H]1NC(=O)N1CCCC2=CC=CN=C12)=O (R)-N-(2,6-dioxopiperidin-3-yl)-3,4-dihydro-1,8-naphthyridine-1(2H)-carboxamide